4-([1,1'-biphenyl]-4-yl)-2,6-bis(4-(4,4-dimethyloxazolin-2-yl)phenyl)triazine C1(=CC=C(C=C1)C1=NN(NC(=C1)C1=CC=C(C=C1)C=1OCC(N1)(C)C)C1=CC=C(C=C1)C=1OCC(N1)(C)C)C1=CC=CC=C1